NC(CN1N=C(C(=C1C)C=1C(=CC2=C(C1)C=1N(N=C(C1CO2)C(=O)N(C)C(C)(C)C)C2=CC(=CC(=C2)Cl)Cl)OC)C)=O 8-(1-(2-amino-2-oxoethyl)-3,5-dimethyl-1H-pyrazol-4-yl)-N-tert-butyl-1-(3,5-dichlorophenyl)-7-methoxy-N-methyl-1,4-dihydrobenzopyrano[4,3-c]pyrazole-3-carboxamide